racemic-1-methyl-3-pyrrolidinol CN1C[C@@H](CC1)O |r|